COC(CNC(=O)C=1C=C(NN1)C=1C=NN(C1)C)OC N-(2,2-dimethoxyethyl)-1'-methyl-1'H,2H-[3,4'-bipyrazole]-5-carboxamide